methyl 5-bromo-3-hydroxy-2-methylbenzoate BrC=1C=C(C(=C(C(=O)OC)C1)C)O